1-(4-(trifluoromethyl)phenyl)imidazo[1,2-a]quinoline-4,5-dione FC(C1=CC=C(C=C1)C1=CN=C2N1C1=CC=CC=C1C(C2=O)=O)(F)F